ClC=1C(=C(C=CC1)C1(CC2C(N(OC2(C)C)C)C(C1)C)C)C 5-(3-chloro-2-methylphenyl)-1,3,3,5,7-pentamethyloctahydrobenzo[c]isoxazole